C(#N)C1=C(C=CC(=C1)F)SC=1C=2N(C=C(C1)C=1C=NN(C1)C1CCC(CC1)(C)O)N=CC2C#N 4-((2-cyano-4-fluorophenyl)thio)-6-(1-((1r,4r)-4-hydroxy-4-methylcyclohexyl)-1H-pyrazol-4-yl)pyrazolo[1,5-a]pyridine-3-carbonitrile